NC1=CC=2C=C(C=C(C2C=C1)S(=O)(=O)O)N 2,7-diaminonaphthalene-5-sulfonic acid